C(C1=CC=CC=C1)(=O)CC(=O)CC(C1=CC=CC=C1)=O 1,3-dibenzoyl-acetone